C1(=C(C=CC=C1)N(C=1C2(C3=CC4=CC=CC=C4C3=CC1C1=CC=CC=C1)C=CC=C1C3=CC=CC=C3C=C12)C1=C(C=CC=C1)C1=CC=CC=2OC3=C(C21)C=CC=C3)C3=CC=CC=C3 (biphenylyl)(dibenzofuranylphenyl)(phenylspirobifluorenyl)amine